3-chloro-4-(8-chloroimidazo[1,5-a]pyrazin-3-yl)pyridin-2-amine ClC=1C(=NC=CC1C1=NC=C2N1C=CN=C2Cl)N